5-[8-methyl-9-(1-methylethyl)-2-(4-morpholinyl)-9H-purin-6-yl]-2-pyrimidineamine CC=1N(C2=NC(=NC(=C2N1)C=1C=NC(=NC1)N)N1CCOCC1)C(C)C